(S)-N-(3-(1-((2-ethyl-2H-pyrazolo[3,4-b]pyrazin-6-yl)amino)ethyl)phenyl)-4-(morpholinomethyl)-3-(trifluoromethyl)benzamide C(C)N1N=C2N=C(C=NC2=C1)N[C@@H](C)C=1C=C(C=CC1)NC(C1=CC(=C(C=C1)CN1CCOCC1)C(F)(F)F)=O